(2R,4R)-N2-(5-((+)-1-amino-1-(3-cyanophenyl)-3-cyclopropyl-propyl)-2-fluorophenyl)-N1-(4-chlorophenyl)-4-hydroxypyrrolidine-1,2-dicarboxamide NC(CCC1CC1)(C1=CC(=CC=C1)C#N)C=1C=CC(=C(C1)NC(=O)[C@@H]1N(C[C@@H](C1)O)C(=O)NC1=CC=C(C=C1)Cl)F